6-{[(tert-butyldimethylsilyl)oxy]methyl}-N-methyl-N-(prop-2-yn-1-yl)aniline [Si](C)(C)(C(C)(C)C)OCC1=CC=CC=C1N(CC#C)C